4-Amino-3-chloro-N-((2S)-1-((2-hydrazineyl-2-oxo-1-phenylethyl)amino)-3,3-dimethyl-1-oxobutan-2-yl)benzamide NC1=C(C=C(C(=O)N[C@H](C(=O)NC(C(=O)NN)C2=CC=CC=C2)C(C)(C)C)C=C1)Cl